BrC=1C=C(C2=C(C(OC(=N2)C=2N(N=C(C2)CN2N=C(N=N2)C2=CC=C(C=C2)C(F)(F)F)C2=NC=CC=C2Cl)=O)C1)Cl 6-bromo-8-chloro-2-[2-(3-chloro-2-pyridyl)-5-[[5-[4-(trifluoromethyl)phenyl]tetrazol-2-yl]methyl]pyrazol-3-yl]-3,1-benzoxazin-4-one